3-[trans-3-(4-quinolinyloxy)cyclobutyl]-1-[3-(trifluoromethyl)phenyl]-2,4-imidazolidinedione N1=CC=C(C2=CC=CC=C12)O[C@@H]1C[C@H](C1)N1C(N(CC1=O)C1=CC(=CC=C1)C(F)(F)F)=O